C1(=CC=CC=C1)C1=[N+](C=CC=C1)[O-] 2-phenylpyridine-N-oxide